10-formyl-(6R)-tetrahydrofolic acid C(=O)N(C1=CC=C(C(N[C@@H](CCC(=O)O)C(=O)O)=O)C=C1)C[C@H]1CNC=2N=C(N)NC(=O)C2N1